BrC1=C(N)C=C(C=C1)OC(F)(F)F 2-bromo-5-[(trifluoromethyl)oxy]aniline